CC1CC2C(C3=CC(=CC=C3C(C2CC1)=O)C)=O 2,7-dimethyl-1,2,3,4,4a,9a-hexahydroanthraquinone